NC1=C2N=CN(C2=NC(=N1)F)[C@H]1C[C@@H]([C@@](O1)(C#C)COP(=O)(OC1=CC=CC=C1)N[C@@H](C)C(=O)OC(CCCCCC)CCCCCC)O tridecan-7-yl ((((2R,3S,5R)-5-(6-amino-2-fluoro-9H-purin-9-yl)-2-ethynyl-3-hydroxytetrahydrofuran-2-yl) methoxy)(phenoxy)phosphoryl)-L-alaninate